O1N=C(C=C1)NS(=O)(=O)C1=CNC(=C1)C1=CC=CC=C1 N-(1,2-oxazol-3-yl)-5-phenyl-1H-pyrrole-3-sulfonamide